S1C(=NC2=C1C=CC=C2)S(=O)C(C(=O)N(C2=CC=CC=C2)C)(C)F 2-(benzo[d]thiazol-2-ylsulfinyl)-2-fluoro-N-methyl-N-phenylpropionamide